N-(3-chloro-4-(cyclobutylamino)phenyl)-N-((1-methyl-1H-imidazol-2-yl)(phenyl)methyl)propiolamide ClC=1C=C(C=CC1NC1CCC1)N(C(C#C)=O)C(C1=CC=CC=C1)C=1N(C=CN1)C